BrC=1C(=NC(=NC1)NC1=C(C=C(C(=C1)C=1C=NN(C1)C)N1CCNCC1)OC)NC1=C(C=C(C=C1)F)P(C)(C)=O (2-((5-bromo-2-((2-methoxy-5-(1-methyl-1H-pyrazole-4-yl)-4-(piperazin-1-yl)phenyl)amino)pyrimidin-4-yl)amino)-5-fluorophenyl)dimethylphosphine oxide